2-(((3aR,4R,6R,6aS)-6-(4-((4-methoxybenzyl)(methyl)amino)-7H-pyrrolo[2,3-d]pyrimidin-7-yl)-2,2-dimethyltetrahydro-4H-cyclopenta[d][1,3]dioxol-4-yl)methoxy)acetic acid COC1=CC=C(CN(C=2C3=C(N=CN2)N(C=C3)[C@@H]3C[C@@H]([C@@H]2[C@H]3OC(O2)(C)C)COCC(=O)O)C)C=C1